NC1=C(C=C(C(=C1)F)Cl)C(C(C)NC(OCC1C2=CC=CC=C2C=2C=CC=CC12)=O)=O (9H-fluoren-9-yl)methyl N-(1-(2-amino-5-chloro-4-fluorophenyl)-1-oxopropane-2-yl)carbamate